N,N-dimethylaminothiocarbonyl chloride CN(C(=S)Cl)C